C(C)(C)(C)OC(=O)N1C=CC=2C1=NC=CC2C=2C(=C1CCCC1=CC2C)NC(=O)NS(=O)(=O)C2CC(C2)OC2CC2 4-(4-(3-((3-cyclopropyloxycyclobutyl)sulfonyl)ureido)-6-methyl-2,3-dihydro-1H-inden-5-yl)-1H-pyrrolo[2,3-b]pyridine-1-carboxylic acid tert-butyl ester